(S,E)-N-[2-(benzo[d]isoxazol-3-yl)-5-bromobenzylidene]-2-methylpropane-2-sulfinamide O1N=C(C2=C1C=CC=C2)C2=C(\C=N\[S@@](=O)C(C)(C)C)C=C(C=C2)Br